(E)-4-(4-(((4-(4-(3-oxa-8-azabicyclo[3.2.1]octan-8-yl)-7H-pyrrolo[2,3-d]pyrimidin-6-yl)phenyl)amino)methyl)-4-hydroxypiperidin-1-yl)-1-(3,3-difluoroazetidin-1-yl)but-2-en-1-one C12COCC(CC1)N2C=2C1=C(N=CN2)NC(=C1)C1=CC=C(C=C1)NCC1(CCN(CC1)C/C=C/C(=O)N1CC(C1)(F)F)O